Tert-butyl (R)-(1-(5-bromopyridin-3-yl)pyrrolidin-3-yl)carbamate BrC=1C=C(C=NC1)N1C[C@@H](CC1)NC(OC(C)(C)C)=O